tert-butyl (2R,3S,4S)-4-[(tert-butoxycarbonyl)oxy]-3-({[2-(3H-imidazol-4-yl)ethyl]carbamoyl}oxy)-2-[(4-methoxyphenyl) methyl]pyrrolidine-1-carboxylate C(C)(C)(C)OC(=O)O[C@@H]1[C@H]([C@H](N(C1)C(=O)OC(C)(C)C)CC1=CC=C(C=C1)OC)OC(NCCC=1NC=NC1)=O